2,6-dichloro-7H-purine ClC1=NC(=C2NC=NC2=N1)Cl